[Br-].CC=1N=C(SC1C)N1N([NH2+]C(=N1)C1=CC=CC=C1)C1=CC=CC=C1 3-(4,5-dimethylthiazol-2-yl)2,5-diphenyl-tetrazolium bromide